C1(CC1)C(=O)N1[C@H]([C@H](CCC1)NS(=O)(=O)C)CO[C@@H]1CC[C@@H](CC1)C1=C(C=CC(=C1)F)F N-((2R,3S)-1-(cyclopropylcarbonyl)-2-(((cis-4-(2,5-difluorophenyl)cyclohexyl)oxy)methyl)piperidin-3-yl)methanesulfonamide